ClC1=CC(=C(C=N1)C1=NC=C(C=C1)N(C)C)NC1CCC(CC1)NC(OC(C)(C)C)=O tert-Butyl ((1s,4s)-4-((6'-chloro-5-(dimethylamino)-[2,3'-bipyridin]-4'-yl)amino)cyclohexyl)carbamate